ClC1=CC(=C2C=C(NC2=C1F)C(=O)N1CCN(CC1)C1=NC=C(C=C1OC)F)C1CCN(CC1)C(=O)OC(C)(C)C 1-Tert-butyl 4-(6-chloro-7-fluoro-2-(4-(5-fluoro-3-methoxypyridin-2-yl)piperazine-1-carbonyl)-1H-indol-4-yl)piperidine-1-carboxylate